C(CCC)S(=O)(=O)[O-] n-butanesulfonate